2-amino-5-[2-(2-carbamoyl-2-methylideneethyl)-3-oxo-1H,2H,3H-benzo[e]isoindol-8-yl]-3-methoxy-N-[(1r,4r)-4-hydroxycyclohexyl]benzamide NC1=C(C(=O)NC2CCC(CC2)O)C=C(C=C1OC)C=1C=CC2=C(C=3CN(C(C3C=C2)=O)CC(=C)C(N)=O)C1